CCCCCCCCCCCCCCC(=O)[O-] The molecule is a straight-chain, saturated fatty acid anion resulting from the deprotonation of the carboxy group of pentadecanoic acid. It is the major species at pH 7.3. It has a role as an animal metabolite and a plant metabolite. It is a long-chain fatty acid anion, a straight-chain saturated fatty acid anion and a fatty acid anion 15:0. It is a conjugate base of a pentadecanoic acid.